(2,6-difluorobenzyl)(2-((2R,3R,4S,5S,6R)-3,4,5,6-tetraacetoxytetrahydro-2H-pyran-2-yl)ethyl)phosphinic acid FC1=C(CP(O)(=O)CC[C@H]2O[C@@H]([C@H]([C@H]([C@@H]2OC(C)=O)OC(C)=O)OC(C)=O)OC(C)=O)C(=CC=C1)F